N-methyldiethanolamine hydrofluoride salt F.CN(CCO)CCO